(±)-trans-N-[8-amino-6-(4-methyl-3-pyridyl)-3-isoquinolyl]-2-(hydroxymethyl)cyclopropanecarboxamide NC=1C=C(C=C2C=C(N=CC12)NC(=O)[C@H]1[C@@H](C1)CO)C=1C=NC=CC1C |r|